CN1N=C2C(CN(C=3C(=CC=CC23)NC(OC(C)(C)C)=O)C)=C1 tert-butyl N-{2,5-dimethyl-2H,4H,5H-pyrazolo[4,3-c]quinolin-6-yl}carbamate